CC=1C=NC(=NC1)NC1CCC(CC1)OC1=C2C=C(N=CC2=CC(=N1)N1CCOCC1)NS(=O)(=O)C N-[5-[4-[(5-methylpyrimidin-2-yl)amino]cyclohexoxy]-7-morpholino-2,6-naphthyridin-3-yl]methanesulfonamide